(tert-Butoxycarbonyl)(2,2-dimethyl-5-oxopentyl)carbamic acid tert-butyl ester C(C)(C)(C)OC(N(CC(CCC=O)(C)C)C(=O)OC(C)(C)C)=O